dimorpholino diethyl ether C1COCCN1CCOCCN2CCOCC2